3-(6-fluoro-3-methyl-2-oxo-5-(1-(piperidin-4-ylmethyl)piperidin-4-yl)-2,3-dihydro-1H-benzo[d]imidazol-1-yl)piperidine-2,6-dione FC=1C(=CC2=C(N(C(N2C)=O)C2C(NC(CC2)=O)=O)C1)C1CCN(CC1)CC1CCNCC1